(3R*,4R*)-1-Cyclopropylmethyl-4-{[5-(2,4-difluoro-phenyl)-isoxazole-3-carbonyl]-amino}-piperidine-3-carboxylic acid (1-pyrimidin-2-yl-cyclopropyl)-amide N1=C(N=CC=C1)C1(CC1)NC(=O)[C@@H]1CN(CC[C@H]1NC(=O)C1=NOC(=C1)C1=C(C=C(C=C1)F)F)CC1CC1 |o1:12,17|